C(=O)[O-].C(=O)(O)CCCCCCCCCCCCCCCCCCC(=O)OCOC(C(=O)OC1CC2CCC(C1)[N+]21CCCC1)(C1=CC=CC=C1)C1=CC=CC=C1 3-(2-(((19-Carboxynonadecanoyl)oxy)methoxy)-2,2-diphenylacetoxy)spiro[bicyclo[3.2.1]octane-8,1'-pyrrolidin]-8-ium formate